benzoylvaleric acid C(C1=CC=CC=C1)(=O)C(C(=O)O)CCC